N[C@@H](CCC(=O)[O-])C(=O)OCC(=O)OCC1=CC=CC=C1 benzyloxycarbonyl-methyl glutamate